N-(4-(1-nicotinoyl-1H-imidazol-2-yl)phenyl)quinoline-8-sulfonamide C(C1=CN=CC=C1)(=O)N1C(=NC=C1)C1=CC=C(C=C1)NS(=O)(=O)C=1C=CC=C2C=CC=NC12